3-fluoro-4-(((6-(1,2,3,3a,4,6a-hexahydrocyclopenta[c]pyrrol-5-yl)pyridin-2-yl)oxy)methyl)benzonitrile bis(4-methylbenzenesulfonate) CC1=CC=C(C=C1)S(=O)(=O)O.CC1=CC=C(C=C1)S(=O)(=O)O.FC=1C=C(C#N)C=CC1COC1=NC(=CC=C1)C=1CC2C(CNC2)C1